P(=O)(O)(O)OCC=1C(CN[C@@H](C)C(=O)O)=C(C(=NC1)C)O N-(5'-phosphopyridoxyl)alanine